6-((R)-2-((3aR,5R,6aS)-5-(2-fluorophenoxy)-3a-hydroxyhexahydrocyclopenta[c]pyrrol-2(1H)-yl)-1-hydroxyethyl)-3,4-dihydroquinolin-2(1H)-one FC1=C(O[C@H]2C[C@]3([C@H](CN(C3)C[C@H](O)C=3C=C4CCC(NC4=CC3)=O)C2)O)C=CC=C1